(2Z,3E)-3-((2-((1S,4S)-2,5-diazabicyclo[2.2.1]heptane-2-yl)ethoxy)imino)-5'-fluoro-[2,3'-biindolinylidene]-2'-on [C@@H]12N(C[C@@H](NC1)C2)CCO\N=C/2\C(\NC1=CC=CC=C21)=C/2\C(NC1=CC=C(C=C21)F)=O